2-[[1-(4-chloro-1H-pyrazol-5-yl)cyclopropanecarbonyl]amino]-4-[[3-fluoro-2-methoxy-propyl]-[4-(5,6,7,8-tetrahydro-1,8-naphthyridin-2-yl)butyl]amino]butanoic acid ClC=1C=NNC1C1(CC1)C(=O)NC(C(=O)O)CCN(CCCCC1=NC=2NCCCC2C=C1)CC(CF)OC